(±)-N-(2,6-Dioxopiperidin-3-yl)-2-fluoro-4-(4-(piperidin-4-yl)piperazin-1-yl)benzamide O=C1NC(CC[C@H]1NC(C1=C(C=C(C=C1)N1CCN(CC1)C1CCNCC1)F)=O)=O |r|